FC(OC=1C=C2NC(C=3N(C2=C(C1C=1C=CC=C2C(=CNC12)C)C)C(=NN3)C)(C)C)F 7-(difluoro-methoxy)-1,4,4,9-tetramethyl-8-(3-methyl-1H-indol-7-yl)-5H-[1,2,4]triazolo[4,3-a]quinoxaline